Cl.ClC1=C(C=CC(=C1)C=1C=NNC1)C=1SC(=NN1)N1C[C@@H]2CNC[C@@H]2C1 2-(2-Chloro-4-(1H-pyrazol-4-yl)phenyl)-5-((3aR,6aS)-hexahydropyrrolo[3,4-c]pyrrol-2(1H)yl)-1,3,4-thiadiazole Hydrochloride Salt